ClC1=C(C(=CC=C1)Cl)COC=1C=NC(=NC1)N1C=NC(=C1)CO [1-[5-[(2,6-dichlorophenyl)methoxy]pyrimidin-2-yl]imidazol-4-yl]methanol